C(C)(=O)C1=CC(=NC(=C1)NC1=NNC(=C1)C)C[C@H]1C[C@H](N(CC1)CC1=C(C(=CC=C1)Cl)F)C (2R,4R)-4-((4-acetyl-6-((5-methyl-1H-pyrazol-3-yl)amino)pyridin-2-yl)methyl)-1-(3-chloro-2-fluoro-benzyl)-2-methylpiperidine